[NH4+].NC(C(C)C)S(=O)(=O)O amino-2-methylpropanesulfonic acid ammonium